N-((6-(dimethylamino)-1-(4-(trifluoromethyl)phenyl)-1,2,3,4-tetrahydro-1,5-naphthyridin-3-yl)methyl)acetamide 9-((tert-butyldiphenylsilyl)oxy)nonanethioate [Si](C1=CC=CC=C1)(C1=CC=CC=C1)(C(C)(C)C)OCCCCCCCCC(O)=S.CN(C=1N=C2CC(CN(C2=CC1)C1=CC=C(C=C1)C(F)(F)F)CNC(C)=O)C